ethyl-2-methyleneimidazoline C(C)N1C(NCC1)=C